2-[[6-[5-chloro-3-[1-(2-oxabicyclo[2.2.1]heptan-5-ylmethyl)pyrazol-4-yl]quinoxalin-6-yl]oxy-2-methyl-benzimidazol-1-yl]methoxy]ethyl-trimethyl-silane ClC1=C2N=C(C=NC2=CC=C1OC=1C=CC2=C(N(C(=N2)C)COCC[Si](C)(C)C)C1)C=1C=NN(C1)CC1C2COC(C1)C2